[5-(9-hydroxynonyl)-3-methyl-2-oxo-1,3-benzodiazol-1-yl]Piperidine-2,6-dione OCCCCCCCCCC1=CC2=C(N(C(N2C)=O)N2C(CCCC2=O)=O)C=C1